C(C1=CC=CC=C1)N1CCC(CC1)C1=CC2=C(C(=CO2)C2C(NC(CC2)=O)=O)C=C1 3-[6-(1-benzyl-4-piperidyl)benzofuran-3-yl]piperidine-2,6-dione